COC1=CC=CC2=C1N(N=N2)C2=CC=C(CNS(=O)(=O)N)C=C2 N-(4-(7-methoxy-1H-benzo[d][1,2,3]triazol-1-yl)benzyl)sulfamide